ClC1=CC(=C(C=C1)C1=NC(=NC2=C1N=C(N(C2=O)C)C)N2C[C@@H](OCC2)C2=NC(=NO2)C)F 8-(4-chloro-2-fluorophenyl)-2,3-dimethyl-6-[(2R)-2-(3-methyl-1,2,4-oxadiazol-5-yl)morpholin-4-yl]pyrimido[5,4-d]pyrimidin-4-one